5-bromo-N-(2,4-dimethoxybenzyl)-N-(3,5-dimethoxybenzyl)-2-methoxybenzenesulfonamide BrC=1C=CC(=C(C1)S(=O)(=O)N(CC1=CC(=CC(=C1)OC)OC)CC1=C(C=C(C=C1)OC)OC)OC